COC(C1=NC(=CC=C1C1CCOCC1)N)=O.CN1CCCC1 N-methyl-pyrrolidine methyl-6-amino-3-(tetrahydro-2H-pyran-4-yl)picolinate